4-fluoro-1-(((S)-oxetan-2-yl)methyl)benzo[d]imidazole-5-carboxylic acid FC1=C(C=CC=2N(C=NC21)C[C@H]2OCC2)C(=O)O